C(C)[C@]1(C(OCC=2C(N3CC=4C(=NC=5C=C(C(=CC5C4CNC(OCC4=CC=C(C=C4)NC([C@H](C)N)=O)=O)OC)F)C3=CC21)=O)=O)O 4-((S)-2-aminopropanamido)benzyl (((S)-4-ethyl-8-fluoro-4-hydroxy-9-methoxy-3,14-dioxo-3,4,12,14-tetrahydro-1H-pyrano[3',4':6,7]indolizino[1,2-b]quinolin-11-yl)methyl)carbamate